O=C1N(C(C2=CC=CC=C12)=O)CCC1=CC=C(C=C1)S(=O)(=O)N 4-(2-(1,3-dioxoisoindolin-2-yl)ethyl)benzenesulfonamide